tert-Butyl 3-(4-fluoro-3-(methoxycarbonyl)phenyl)-2,5-dihydro-1H-pyrrole-1-carboxylate FC1=C(C=C(C=C1)C=1CN(CC1)C(=O)OC(C)(C)C)C(=O)OC